C(C1=CC=CC=C1)N1C=NC=2C1=NC(=CC2)Br 3-benzyl-5-bromo-3H-imidazo[4,5-b]pyridine